CN(C(=O)C1CC2(C1)NC(OC2)=O)C2CC(C2)C=2C=C(C=CC2)C N-methyl-6-oxo-N-((1r,3R)-3-(m-tolyl)cyclobutyl)-7-oxa-5-azaspiro[3.4]octane-2-carboxamide